ClC1=CC=C(C=C1)C1=N[C@H](C=2N(C3=C1C(=C(S3)C#N)C)C(=NN2)C)C (6S)-4-(4-chlorophenyl)-3,6,9-trimethyl-6H-thieno[3,2-f][1,2,4]triazolo[4,3-a][1,4]diazepine-2-carbonitrile